(E)-3-(7-Fluoro-1H-indazol-6-yl)-N-(5-fluoro-4-methyl-2-(trifluoromethyl)pyridin-3-yl)acrylamide FC=1C(=CC=C2C=NNC12)/C=C/C(=O)NC=1C(=NC=C(C1C)F)C(F)(F)F